NC1=C(C=C(C=C1OC(F)(F)F)N)OC(F)(F)F 1,4-diamino-2,6-bis(trifluoromethoxy)benzene